ethyl 2-((1-ethyl-2,6-dioxo-1,2,3,6-tetrahydropyrimidin-4-yl)thio)acetate C(C)N1C(NC(=CC1=O)SCC(=O)OCC)=O